C(C)NC(=O)C12CN(CC(C1)C2)C(=O)OC(C)(C)C tert-butyl 1-(ethylcarbamoyl)-3-azabicyclo[3.1.1]heptane-3-carboxylate